CN(C1=NC=C2C(=N1)OCC=1C=C(C=CC12)C=1C=C(N=NC1)O)C1CC(NC(C1)(C)C)(C)C 5-{3-[methyl(2,2,6,6-tetramethylpiperidin-4-yl)amino]-6H-isochromeno[3,4-d]pyrimidin-8-yl}pyridazin-3-ol